4-methoxy-2-[4-(trifluoromethyl)anilino]Pyridine-3-carbonitrile COC1=C(C(=NC=C1)NC1=CC=C(C=C1)C(F)(F)F)C#N